COC1=CC=C(C=C1)C=1C=NC(=NC1)N[C@H]1C[C@H](CCC1)N1CC2=CC=C(C=C2C1=O)NC(C=C)=O N-(2-((1S,3R)-3-((5-(4-Methoxyphenyl)pyrimidin-2-yl)amino)cyclohexyl)-3-oxoisoindolin-5-yl)acrylamide